C(C)(C)(C)N(C(=O)OC(C)([2H])C1=C(C(=C(C(=C1)F)F)F)F)CCOCCOCCNC1=C2C(N(C(C2=CC=C1)=O)C1C(NC(CC1)=O)=O)=O 1-(2,3,4,5-tetrafluorophenyl)ethan-1-d-1-ol tert-butyl-N-{2-[2-(2-{[2-(2,6-dioxopiperidin-3-yl)-1,3-dioxo-2,3-dihydro-1H-isoindol-4-yl]amino}ethoxy)ethoxy]ethyl}carbamate